COC1=CC=C(C=C1)CN1N=CC(=N1)C1=CC=C(N)C=C1 4-{2-[(4-methoxyphenyl)methyl]-2H-1,2,3-triazol-4-yl}aniline